C1(CC1)C=1N=C(N2C1C=NCC2)C=C 1-cyclopropyl-3-vinyl-5,6-dihydroimidazo[1,5-a]pyrazin